O=C(CCCCCCC(=O)NCCC1=C(NC2=CC=CC=C12)C1=CC=CC=C1)C 8-oxo-N-[2-(2-phenyl-1H-indol-3-yl)ethyl]nonanamide